FC1=C(C=CC=C1F)C1=C(N=C(C=2N1N=CC2)N2CCC1(CC2)[C@@H](C=2C(=NC=CC2)C1)N[S@](=O)C(C)(C)C)C (R)-N-[(5S)-1'-[7-(2,3-difluorophenyl)-6-methyl-pyrazolo[1,5-a]pyrazin-4-yl]spiro[5,7-dihydro-cyclopenta[b]pyridin-6,4'-piperidin]-5-yl]-2-methyl-propane-2-sulfinamide